CC1=NC=C(C(=C1O)C)COP(=O)(O)O 2,4-dimethyl-5-(phosphonooxymethyl)pyridin-3-ol